2-amino-N-{(1S,2S)-2-[(4-{(1S)-1-[4-(2-hydroxyethyl)piperazin-1-yl]-2,3-dihydro-1H-inden-5-yl}phenyl)methoxy]cyclopentyl}-5-(2-methoxy-1,3-thiazol-4-yl)pyridine-3-carboxamide NC1=NC=C(C=C1C(=O)N[C@@H]1[C@H](CCC1)OCC1=CC=C(C=C1)C=1C=C2CC[C@@H](C2=CC1)N1CCN(CC1)CCO)C=1N=C(SC1)OC